2-methyl-2-morpholino-1-(4-methylphenylsulfanyl)propan-1-one CC(C(=O)SC1=CC=C(C=C1)C)(C)N1CCOCC1